3-(tert-butoxycarbonyl(methyl)amino)propanoic acid C(C)(C)(C)OC(=O)N(CCC(=O)O)C